N1C=NC2=C1C=CC=C2N2CCN(CC2)CCC#N 3-(4-(1H-benzo[d]imidazol-4-yl)-piperazin-1-yl)propanenitrile